FC1=C(C(=CC2=C1N=CS2)F)NC2=C1C(=NC=C2)SC(=C1)[C@H]1[C@H](NCCCC1)C 4,6-Difluoro-N-(2-((2R,3R)-2-methylazepan-3-yl)thieno[2,3-b]pyridin-4-yl)benzo[d]thiazol-5-amine